6-bromoimidazo[1,2-a]pyridine-2-carboxamide BrC=1C=CC=2N(C1)C=C(N2)C(=O)N